Chloromethyl (3-(((tert-butyldimethylsilyl)oxy)methyl)pyridin-2-yl)(methyl)carbamate [Si](C)(C)(C(C)(C)C)OCC=1C(=NC=CC1)N(C(OCCl)=O)C